tert-Butyl 3-[(methylsulfonimidoyl)methyl]piperidine-1-carboxylate CS(=O)(=N)CC1CN(CCC1)C(=O)OC(C)(C)C